8,8-dimethyl-7-oxo-2-(quinoxaline-6-carbonyl)-2-azaspiro[3.5]non-5-ene-6-carbonitrile CC1(C(C(=CC2(CN(C2)C(=O)C=2C=C3N=CC=NC3=CC2)C1)C#N)=O)C